C(C)[NH+](CC)CC.C(N)(=O)C=1C=C(C=NC1)NC(C(=O)[O-])=O 2-((5-carbamoylpyridin-3-yl)amino)-2-oxoacetic acid triethylammonium salt